4-((S)-3-(2-((R)-1-hydroxyethyl)-6-(phenylsulfonyl)imidazo[4,5-d]pyrrolo[2,3-b]pyridin-1(6H)-yl)pyrrolidin-1-yl)butyronitrile O[C@H](C)C1=NC=2C(=C3C(=NC2)N(C=C3)S(=O)(=O)C3=CC=CC=C3)N1[C@@H]1CN(CC1)CCCC#N